NC1=C(C(=NC=N1)NC1=CC(=C2N(C1=O)C1(CCN(CC1)CC(F)F)NC2=O)C)C 6-((6-amino-5-methylpyrimidin-4-yl)amino)-1'-(2,2-difluoroethyl)-8-methyl-2H-spiro[imidazo[1,5-a]pyridine-3,4'-piperidine]-1,5-dione